(R)-N-(2,6-dioxopiperidin-3-yl)benzofuran-3-carboxamide O=C1NC(CC[C@H]1NC(=O)C1=COC2=C1C=CC=C2)=O